1-[(1S,4S)-5-[4-[3-chloro-4-(difluoromethoxy)anilino]pyrido[3,2-d]pyrimidin-6-yl]-2,5-diazabicyclo[2.2.2]octan-2-yl]prop-2-en-1-one ClC=1C=C(NC=2C3=C(N=CN2)C=CC(=N3)N3[C@@H]2CN([C@H](C3)CC2)C(C=C)=O)C=CC1OC(F)F